CC1=NC2=CC=CC=C2C(=C1C)C(=O)N 2,3-dimethylquinoline-4-carboxamide